FC=1C=C(C=2C=C(NC2C1)C1CN(CC1)CCOC)C(=O)OC methyl 6-fluoro-2-(1-(2-methoxy ethyl) pyrrolidin-3-yl)-1H-indole-4-carboxylate